1-(cyclopropylmethylene)-2-nitrobenzene C1(CC1)C=C1C(C=CC=C1)[N+](=O)[O-]